BrC1=CC(=C(C=C1)CC(=O)NCCCO)[N+](=O)[O-] (4-bromo-2-nitrophenyl)-N-(3-hydroxypropyl)acetamide